N-{3-[5-(2-amino-4-pyrimidinyl)-2-(1,1-dimethylethyl)-1,3-thiazol-4-yl]-2-fluorophenyl}-2,6-difluorobenzenesulfonamide NC1=NC=CC(=N1)C1=C(N=C(S1)C(C)(C)C)C=1C(=C(C=CC1)NS(=O)(=O)C1=C(C=CC=C1F)F)F